ClC1=NC(=NC=C1CN1C(CCC1)=O)NC=1N=CC=2CCC3=C(C2C1F)NC1=C3C(NCC1)=O 2-((4-chloro-5-((2-oxopyrrolidin-1-yl)methyl)pyrimidin-2-yl)amino)-1-fluoro-5,6,8,9,10,11-hexahydro-7H-pyrido[3',4':4,5]pyrrolo[2,3-f]isoquinolin-7-one